BrC1=CC=C2C(=CN(C2=C1F)COCC[Si](C)(C)C)C1=NC(=NC=C1Cl)N[C@@H]1CN(CCC1)C(=O)OC(C)(C)C Tert-butyl (3S)-3-[[4-[6-bromo-7-fluoro-1-(2-trimethylsilylethoxymethyl)indol-3-yl]-5-chloro-pyrimidin-2-yl]amino]piperidine-1-carboxylate